C(#N)/C(/C(=O)NC1=NC=C(C=C1)S(=O)(=O)C1=CC=CC=C1)=C(\C=1C=NOC1C)/O (Z)-2-cyano-3-hydroxy-3-(5-methylisoxazol-4-yl)-N-(5-(phenylsulfonyl)pyridin-2-yl)acrylamide